C(=O)(OC(C)(C)C)[C@](C(=O)O)(CCC1=C(C=C(C(=C1)F)F)F)N Boc-(R)-amino-4-(2,4,5-trifluorophenyl)butyric acid